CN(CCCN)C N,N-dimethyl-1,3-propane-diamine